O=C1NC2=C(SC3=C1C=CC=C3)C=CC(=C2)C(=O)ON2C(CCC2=O)=O 2,5-dioxopyrrolidin-1-yl 11-oxo-10,11-dihydrodibenzo[b,f][1,4]thiazepine-8-carboxylate